C(C)O[C@@H]1CN(CC[C@H]1OC1=CC(=CC=C1)C(F)(F)F)C=1N(N=C2C1N(C(C=C2)=O)C)C2OCCCC2 ((3R,4R)-3-ethoxy-4-(3-(trifluoromethyl)phenoxy)piperidin-1-yl)-4-methyl-2-(tetrahydro-2H-pyran-2-yl)-2,4-dihydro-5H-pyrazolo[4,3-b]pyridin-5-one